ClC=1C(=NC(=NC1)NC=1C(=NN(C1)C1CC2CCC(C1)N2C)C)NCCCN2C(OC(CC2)(C)C)=O 3-(3-((5-chloro-2-((3-methyl-1-(8-methyl-8-azabicyclo[3.2.1]octan-3-yl)-1H-pyrazol-4-yl)amino)pyrimidin-4-yl)amino)propyl)-6,6-dimethyl-1,3-oxazinan-2-one